1-(3-(5-bromothiophene-2-carboxamido)cyclohexyl)-N-isopropyl-2-(pyridin-2-yl)-1H-benzo[d]Imidazole-5-carboxamide BrC1=CC=C(S1)C(=O)NC1CC(CCC1)N1C(=NC2=C1C=CC(=C2)C(=O)NC(C)C)C2=NC=CC=C2